COC1=C(C=CC(=C1)OC)C1=CN=C(N1)[C@H](CCCCCC(CC)=O)NC(=O)[C@H]1CC12CCN(CC2)CC (S)-N-((S)-1-(5-(2,4-dimethoxyphenyl)-1H-imidazol-2-yl)-7-oxononyl)-6-ethyl-6-azaspiro[2.5]octane-1-carboxamide